acrylic pentanoic anhydride C(CCCC)(=O)OC(C=C)=O